C1(CC1)CC=1N(C(=CC1C=1SC=C(N1)C(=O)O)C1=CC(=CC=C1)C#CC=1OC(=CN1)C)CC1=CC(=C(C=C1)S(N)(=O)=O)F 2-(2-(cyclopropylmethyl)-1-(3-fluoro-4-sulfamoylbenzyl)-5-(3-((5-methyloxazol-2-yl)ethynyl)phenyl)-1H-pyrrol-3-yl)thiazole-4-carboxylic acid